COC=1C=C(C=CC1OCC#C)/C=C/C(=O)N1CCC(C2=CC=CC=C12)C(=O)OC methyl (E)-1-(3-(3-methoxy-4-(prop-2-yn-1-yloxy)phenyl)acryloyl)-1,2,3,4-tetrahydroquinoline-4-carboxylate